N-(5-tert-butylisoxazol-3-yl)-2-[4-[1-[(4-methoxyphenyl)methyl]-4-[(4-methoxyphenyl)methylamino]pyrazolo[4,3-c]pyridin-3-yl]phenyl]acetamide C(C)(C)(C)C1=CC(=NO1)NC(CC1=CC=C(C=C1)C1=NN(C2=C1C(=NC=C2)NCC2=CC=C(C=C2)OC)CC2=CC=C(C=C2)OC)=O